Tert-butyl 5-[7-(3-ethyl-4-pyridyl)-5-[4-(5-fluoro-3-methoxy-2-pyridyl)piperazine-1-carbonyl]-1H-indol-2-yl]-3,6-dihydro-2H-pyridine-1-carboxylate C(C)C=1C=NC=CC1C=1C=C(C=C2C=C(NC12)C1=CCCN(C1)C(=O)OC(C)(C)C)C(=O)N1CCN(CC1)C1=NC=C(C=C1OC)F